C1(CC1)C1=CC=C(N=N1)N1CCC(=CC1)C=1C(=CC(=C(C1)NC(=O)C1=CNC(C=C1C(F)(F)F)=O)N1C[C@H](N([C@H](C1)C)C)C)F N-[5-[1-(6-cyclopropylpyridazin-3-yl)-3,6-dihydro-2H-pyridin-4-yl]-4-fluoro-2-[(3R,5S)-3,4,5-trimethylpiperazin-1-yl]phenyl]-6-oxo-4-(trifluoromethyl)-1H-pyridine-3-carboxamide